(R)-2-methyl-6-nitro-2-((4-(trifluoromethoxy)phenoxy)methyl)-2,3-dihydroimidazo[2,1-b]oxazole C[C@@]1(CN2C(O1)=NC(=C2)[N+](=O)[O-])COC2=CC=C(C=C2)OC(F)(F)F